N-(4-chlorobenzo[d]isoxazol-3-yl)-5-ethyl-2,3-dihydrobenzofuran-7-sulfonamide ClC1=CC=CC2=C1C(=NO2)NS(=O)(=O)C2=CC(=CC=1CCOC12)CC